NC1=CC=C(N=N1)C1CCN(CC1)C(=O)C1=NC=C(C(=C1)OC)C1=CC=C(C=C1)OCC1CC1 [4-(6-Amino-pyridazin-3-yl)-piperidin-1-yl]-[5-(4-cyclopropylmethoxy-phenyl)-4-methoxy-pyridin-2-yl]-methanone